3-(4H-1,2,4-triazol-3-yl)propanoic acid N=1N=C(NC1)CCC(=O)O